BrC=1C=C(C=NC1)N1C(C2=C(CC1)N=C(S2)C=2C(=NC(=CC2)N2CC(CC2)F)F)=O 5-(5-bromopyridin-3-yl)-2-(2-fluoro-6-(3-fluoropyrrolidin-1-yl)pyridin-3-yl)-6,7-dihydrothiazolo[5,4-c]pyridin-4(5H)-one